(S)-(4-(3-amino-1-((isoquinolin-6-yl-1-d) amino)-1-oxopropan-2-yl-2,3,3-d3) phenyl)methyl-d2 2,4-bis(methyl-d3)benzoate dihydrochloride Cl.Cl.C(C1=C(C(=O)OC([2H])([2H])C2=CC=C(C=C2)[C@](C(=O)NC=2C=C3C=CN=C(C3=CC2)[2H])(C([2H])([2H])N)[2H])C=CC(=C1)C([2H])([2H])[2H])([2H])([2H])[2H]